O-(2,2-difluoroethyl)hydroxylamine hydrochloride C(C(F)F)ON.Cl